NC1=NC=NN2C1=C(C=C2C=2C=C(C(=NC2)OC)C(=O)N[C@@H]2CN(C[C@@H]2F)C2C(CCC2)C(C(F)F)O)C(F)(F)F 5-[4-amino-5-(trifluoromethyl)pyrrolo[2,1-f][1,2,4]triazin-7-yl]-N-[(3R,4S)-1-[2-(2,2-difluoro-1-hydroxyethyl)cyclopentyl]-4-fluoropyrrolidin-3-yl]-2-methoxypyridine-3-carboxamide